3-Chloro-2-(pyrrolidin-3-yloxy)-5-(trifluoromethyl)pyridine trifluoroacetate FC(C(=O)O)(F)F.ClC=1C(=NC=C(C1)C(F)(F)F)OC1CNCC1